CN(C)C=C1C(C=2N(CC(C1)=C)N=C1C2CN(CC1)C(=O)OC(C)(C)C)=O tert-Butyl 10-((dimethylamino)methylene)-8-methylene-11-oxo-3,4,8,9,10,11-hexahydro-1H-pyrido[4',3':3,4]pyrazolo[1,5-a]azepine-2(7H)-carboxylate